4-((1-(((7-(benzo[d]isothiazol-4-yl)-4-(3,8-diazabicyclo[3.2.1]octan-3-yl)-6,8-difluoroquinazolin-2-yl)oxy)methyl)cyclopropyl)methyl)morpholine S1N=CC2=C1C=CC=C2C2=C(C=C1C(=NC(=NC1=C2F)OCC2(CC2)CN2CCOCC2)N2CC1CCC(C2)N1)F